BrC1=CN=C(C=C1C(=O)NC(C)(C)C)Cl 5-bromo-N-(tert-butyl)-2-chloroisonicotinamide